OC[C@H](C1OCCC1)NC(OC(C)(C)C)=O tert-butyl ((1R)-2-hydroxy-1-(tetrahydrofuran-2-yl)ethyl)carbamate